B([O-])(O)O.B(O)(O)O.[Li+].C(C(=O)OF)(=O)OF difluoro (oxalate) lithium borate borate